2-FLUORO-6-PROPOXYPHENYLBORONIC ACID FC1=C(C(=CC=C1)OCCC)B(O)O